OCCOCC(CC)(CC)O 3-((2-hydroxyethoxy)methyl)pentan-3-ol